C(C1=CC=CC=C1)NC(N(C1=NC=C(C=C1)C=1C=NN(C1)C)C1CCC(CC1)NC1=NC=C(C(=N1)C=1NC=CN1)C#N)=O 3-benzyl-1-(4-((5-cyano-4-(1H-imidazol-2-yl)pyrimidin-2-yl)amino)cyclohexyl)-1-(5-(1-methyl-1H-pyrazol-4-yl)pyridin-yl)urea